tert-butyl 6,7-dichloro-10-iodo-3,4-dihydropyrazino[1,2-a]indole-2(1H)-carboxylate ClC1=C(C=CC=2C(=C3N(C12)CCN(C3)C(=O)OC(C)(C)C)I)Cl